tert-butyl N-[3-(tert-butoxycarbonylamino)-2-[tert-butyl(dimethyl)silyl]oxy-propyl]-N-[3-(9H-fluoren-9-ylmethoxycarbonylamino)propyl]carbamate C(C)(C)(C)OC(=O)NCC(CN(C(OC(C)(C)C)=O)CCCNC(=O)OCC1C2=CC=CC=C2C=2C=CC=CC12)O[Si](C)(C)C(C)(C)C